(1S,2R,4aS,6aS,6bR,8aR,14aR,14bR,16bS)-1,2,6a,6b,9,9,14a-heptamethyl-1,2,3,4,4a,5,6,6a,6b,7,8,8a,9,14,14a,14b,15,16b-octadecahydrochryseno[1,2-g]quinoline-4a,12-dicarboxylic acid C[C@H]1[C@@H](CC[C@@]2(CC[C@]3([C@@]4(CC[C@@H]5[C@](CC=6C=C(C=NC6C5(C)C)C(=O)O)([C@H]4CC=C3[C@H]12)C)C)C)C(=O)O)C